CCCCCCCCS n-octyl mercaptan